Tert-butyl N-[(1S,2S)-2-[[4-(6-cyano-7-dimethylphosphoryl-1H-indol-3-yl)-5-(trifluoromethyl)pyrimidin-2-yl]amino]cyclopentyl]carbamate C(#N)C1=CC=C2C(=CNC2=C1P(=O)(C)C)C1=NC(=NC=C1C(F)(F)F)N[C@@H]1[C@H](CCC1)NC(OC(C)(C)C)=O